p-toluenesulfonic acid, (+)-camphorsulfonic acid salt C12(C(=O)CC(CC1)C2(C)C)CS(=O)(=O)O.CC2=CC=C(C=C2)S(=O)(=O)O